FC=1C=C(C=CC1)[C@H]1[C@@H](CNC1)C(=O)O trans-4-(3-fluoro-phenyl)-pyrrolidine-3-carboxylic acid